tert-Butyl 4-(4-(2-(2-aminopyridin-3-yl)-5-chloro-3H-imidazo[4,5-b]pyridin-3-yl)benzyl)piperazine-1-carboxylate NC1=NC=CC=C1C1=NC=2C(=NC(=CC2)Cl)N1C1=CC=C(CN2CCN(CC2)C(=O)OC(C)(C)C)C=C1